4-(2-{[4-(5-cyclopropyl-1,2,4-oxadiazol-3-yl)-4-methylpiperidine-1-carbonyl]amino}phenyl)-1,4-diazacycloheptane-1-carboxylic acid tert-butyl ester C(C)(C)(C)OC(=O)N1CCN(CCC1)C1=C(C=CC=C1)NC(=O)N1CCC(CC1)(C)C1=NOC(=N1)C1CC1